(2-(Dimethylamino)ethoxy)-N-iso-pentyl-1H-benzo[d]imidazole-1-carboxamide CN(CCOC1=NC2=C(N1C(=O)NCCC(C)C)C=CC=C2)C